[C+2].C(C=C)(=O)[O-].C(C=C)(=O)[O-] DIACRYLATE CARBON